FC1([C@H](C1)C1=NN2C(N(C([C@@H](CC2)NC(=O)C2=CC3=C(C=N2)CO[C@]3(C)CC)=O)C)=C1)F (R)-N-((R)-2-((R)-2,2-Difluorocyclopropyl)-4-methyl-5-oxo-5,6,7,8-tetrahydro-4H-pyrazolo[1,5-a][1,3]diazepin-6-yl)-1-ethyl-1-methyl-1,3-dihydrofuro[3,4-c]pyridin-6-carboxamid